1-(4-bromo-3-nitrophenyl)piperidine gadolinium 2,2',2''-{10-[1-carboxy-4-{4-[2-(2-ethoxyethoxy)ethoxy]phenyl}butyl]-1,4,7,10-tetraazacyclododecane-1,4,7-triyl}tris(3-hydroxypropanoate) C(=O)(O)C(CCCC1=CC=C(C=C1)OCCOCCOCC)N1CCN(CCN(CCN(CC1)C(C(=O)[O-])CO)C(C(=O)[O-])CO)C(C(=O)[O-])CO.[Gd+3].BrC1=C(C=C(C=C1)N1CCCCC1)[N+](=O)[O-]